1-(anthraquinone-2-yl) ethylimidazolate C1=C(C=CC=2C(C3=CC=CC=C3C(C12)=O)=O)C(C)C=1[N-]C=CN1